vinylbenzylphosphonate C(=C)OP([O-])(=O)CC1=CC=CC=C1